methyl 2-bromo-5-nitrobenzoate BrC1=C(C(=O)OC)C=C(C=C1)[N+](=O)[O-]